ethyl (2E,4E)-5-(2-(dimethylamino)thiazol-5-yl)penta-2,4-dienoate CN(C=1SC(=CN1)/C=C/C=C/C(=O)OCC)C